dimethylpentamethylenediamine CNCCCCCNC